FC(C=1C(=C(C=CC1)[C@@H](C)NC(=O)C1=CC2=C(N=CN=C2C2(CCOCC2)O)N1C)F)F (R)-N-(1-(3-(difluoromethyl)-2-fluorophenyl)ethyl)-4-(4-hydroxytetrahydro-2H-pyran-4-yl)-7-methyl-7H-pyrrolo[2,3-d]pyrimidine-6-carboxamide